(l)-2,6-dibromo-4H-cyclopenta[2,1-b:3,4-b']dithiophene BrC1=CC2=C(S1)C=1SC(=CC1C2)Br